N[C@H]1CN(C[C@@H](C1)F)C(=O)C1=CC2=C(C(=C(O2)C=2N(C3=CC(=CC=C3C2)C2=C(C(=CC=C2)O)F)CC2CC2)C)C(=C1)OC ((3r,5r)-3-amino-5-fluoropiperidin-1-yl)(2-(1-(cyclopropylmethyl)-6-(2-fluoro-3-hydroxyphenyl)-1H-indol-2-yl)-4-methoxy-3-methylbenzofuran-6-yl)methanone